FC(OC1=C(C=CC(=C1F)F)[C@H]1[C@@H](O[C@]([C@@H]1C)(C(F)(F)F)C)C(=O)NC1=CC(=NC=C1C)C(=O)N)F (2R,3S,4R,5R)-4-[[3-[2-(Difluoromethoxy)-3,4-difluorophenyl]-4,5-dimethyl-5-(trifluoromethyl)tetrahydrofuran-2-carbonyl]amino]-5-methyl-pyridin-2-carboxamid